4-(4-(tert-butyl)pyridin-2-yl)-dibenzo[b,d]furan-2-ol C(C)(C)(C)C1=CC(=NC=C1)C1=CC(=CC2=C1OC1=C2C=CC=C1)O